ClC1=CC=C(C=C1)C=1N=C2N(C=CC=C2)C1CN1CC2N(C(C1)C2)C(=O)C2=CC(=CC=C2)OC(F)(F)F (3-{[2-(4-Chlorophenyl)imidazo[1,2-a]pyridin-3-yl]methyl}-3,6-diazabicyclo[3.1.1]hept-6-yl)-[3-(trifluoromethoxy)phenyl]methanon